deca-5-ene CCCCC=CCCCC